R-α-pinene [C@@H]12C(=CCC(C1(C)C)C2)C